4-[[3-(3,5-difluorophenyl)-5-methyl-4H-isoxazole-5-carbonyl]amino]-2,5-dihydrofuran-3-carboxylic acid ethyl ester C(C)OC(=O)C=1COCC1NC(=O)C1(CC(=NO1)C1=CC(=CC(=C1)F)F)C